C(C1=CC=CC=C1)O[C@@](CCCOC[C@H](C)O)(C(F)(F)F)C1=NN=C(O1)C1=NC(=C(C=C1N(C(OC(C)(C)C)=O)C(=O)OC(C)(C)C)C(F)(F)F)O tert-butyl N-[2-[5-[(1R)-1-benzyloxy-4-[(2S)-2-hydroxypropoxy]-1-(trifluoromethyl)butyl]-1,3,4-oxadiazol-2-yl]-6-hydroxy-5-(trifluoromethyl)-3-pyridyl]-N-tert-butoxycarbonyl-carbamate